(E)-3-(2-(4-methoxybenzyl)-1-oxo-1,2,3,4-tetrahydroisoquinolin-5-yl)acrylic acid methyl ester COC(\C=C\C1=C2CCN(C(C2=CC=C1)=O)CC1=CC=C(C=C1)OC)=O